(S)-oxepin O1C=CC=CC=C1